C(C)(C)C=1C(=NNC1C=1C=C(C=2N(C1)N=CN2)C)C2=CC=C(C=C2)C2(CC2)N 1-(4-(4-isopropyl-5-(8-methyl-[1,2,4]triazolo[1,5-a]pyridin-6-yl)-1H-pyrazol-3-yl)phenyl)cyclopropane-1-amine